N1C=C(C2=CC=CC=C12)C1CCN(CC1)C(CCCCCCC\C=C/C\C=C/CCCCC)=O (9Z,12Z)-1-(4-(1H-indol-3-yl)piperidin-1-yl)octadeca-9,12-dien-1-one